3-ethoxy-N,N-dipentylpropanamide C(C)OCCC(=O)N(CCCCC)CCCCC